FC1=C(C(=O)O)C=CC(=C1)S(N)(=O)=O 2-Fluoro-4-sulfamoylbenzoic acid